C(C)(C)(C)OC(=O)N[C@H]1[C@H](COC1)C(=O)OC Methyl (3R,4S)-4-((tert-butoxycarbonyl)amino)tetrahydrofuran-3-carboxylate